3-((4-(bromomethyl)-3-fluoropyridin-2-yl)amino)piperidine-2,6-dione BrCC1=C(C(=NC=C1)NC1C(NC(CC1)=O)=O)F